5-bromo-8-chloro-1-(tetrahydro-2H-pyran-2-yl)-1H-benzo[f]indazol-4(9H)-one BrC1=CC=C(C2=C1C(C=1C=NN(C1C2)C2OCCCC2)=O)Cl